1-(3-(4-(cyclopropanecarbonyl)piperazin-1-yl)benzyl)-5-methyl-N-(pyridin-3-yl)-1H-pyrazole-3-carboxamide C1(CC1)C(=O)N1CCN(CC1)C=1C=C(CN2N=C(C=C2C)C(=O)NC=2C=NC=CC2)C=CC1